2-[4-[4-[3-(Trifluoromethoxy)phenyl]benzoyl]piperazin-1-yl]-3H-quinazolin-4-one FC(OC=1C=C(C=CC1)C1=CC=C(C(=O)N2CCN(CC2)C2=NC3=CC=CC=C3C(N2)=O)C=C1)(F)F